3-benzyloxy-2-chloro-propan-1-ol C(C1=CC=CC=C1)OCC(CO)Cl